NC1=NN2C(C=C(C=C2)C=2C(=C(OCCC(C(C)(O)C3=CC=C(C=C3)F)(F)F)C=CC2OC)F)=N1 5-(3-(2-amino-[1,2,4]triazolo[1,5-a]pyridin-7-yl)-2-fluoro-4-methoxyphenoxy)-3,3-difluoro-2-(4-fluorophenyl)pentan-2-ol